OC=1C=C(C=CC1O)CCC(=O)OCC#N Cyanomethyl 3-(3,4-dihydroxyphenyl)propanoate